5-chloro-N-((1r,4r)-4-((3-(3-cyanopyridin-4-yl)-2-oxo-2,3-dihydro-1H-benzo[d]imidazol-1-yl)methyl)cyclohexyl)-2-methylnicotinamide ClC=1C=NC(=C(C(=O)NC2CCC(CC2)CN2C(N(C3=C2C=CC=C3)C3=C(C=NC=C3)C#N)=O)C1)C